5-methyl-ethyl-phenol CC=1C=CC(=C(C1)O)CC